C(=C)S(=O)(=O)C1=CC=C(C=C1)NS(=O)(=O)F (4-(Vinylsulfonyl)phenyl)sulfamoyl fluoride